ClC=1C=C(C=CC1)[C@H]1CCNC=2N1N=CC2C#N (R)-7-(3-chlorophenyl)-4,5,6,7-tetrahydropyrazolo[1,5-a]pyrimidine-3-carbonitrile